N-(4-((5-(1,6-dimethyl-1H-pyrazolo[3,4-b]pyridin-4-yl)-3-methyl-4,5,6,7-tetrahydro-1H-pyrazolo[4,3-c]pyridin-1-yl)methyl)bicyclo[2.2.2]oct-1-yl)-3-(dimethylamino)propionamide CN1N=CC=2C1=NC(=CC2N2CC1=C(CC2)N(N=C1C)CC12CCC(CC1)(CC2)NC(CCN(C)C)=O)C